2-(1-((tert-Butyldimethylsilyl)oxy)but-3-en-1-yl)-3-chloropyridine [Si](C)(C)(C(C)(C)C)OC(CC=C)C1=NC=CC=C1Cl